(+)-(S)-3-(3-Fluorophenyl)-3,4-dihydro-2H-benzo[b][1,4]oxazin-2-one FC=1C=C(C=CC1)[C@@H]1NC2=C(OC1=O)C=CC=C2